tert-butyl (1R,5S,6r)-6-((2-(1-cyclopropylimidazo[1,5-a]pyridin-3-yl)propan-2-yl)carbamoyl)-3-azabicyclo[3.1.1]heptane-3-carboxylate C1(CC1)C=1N=C(N2C1C=CC=C2)C(C)(C)NC(=O)C2[C@H]1CN(C[C@@H]2C1)C(=O)OC(C)(C)C